ClC1=CC=C(C=C1)C1=C(C(=NN1C1=C(C=C(C=C1)Cl)Cl)C(=O)NC(CC)(CC)C(NCCOCCO)=O)C 5-(4-Chlorophenyl)-1-(2,4-dichlorophenyl)-N-(3-((2-(2-hydroxyethoxy)ethyl)carbamoyl)pentan-3-yl)-4-methyl-1H-pyrazole-3-carboxamide